[Sn].C(CCCCCCC)C=1SC=CC1 octylthiophene tin